FC(C=NO)(F)F trifluoroacetaldehyde oxime